3-(4-bromobenzoyl)phenyloxoacetic acid BrC1=CC=C(C(=O)C=2C=C(C=CC2)C(C(=O)O)=O)C=C1